C(C)(C)(C)C1=CC=C(OC2=CC=C(C=C2)NC(C)=O)C=C1 N-[4-(4-tert-butylphenoxy)phenyl]acetamide